5-[6-(piperidin-4-ylamino)pyridin-3-ylsulfonylamino]-1,3-thiazole-4-carboxylic acid N1CCC(CC1)NC1=CC=C(C=N1)S(=O)(=O)NC1=C(N=CS1)C(=O)O